BrC1=CC(=C(C(=O)NC2=C(C=CC=C2F)Cl)C=C1F)O[C@H](C(F)(F)F)C 4-bromo-N-(2-chloro-6-fluorophenyl)-5-fluoro-2-{[(2S)-1,1,1-trifluoropropan-2-yl]oxy}benzamide